Dehydrouracil C1=CN=C(N=C1[O])[O]